F[C@H]1C[C@H](N2N=C(N=C21)N2N=CC=1C2=CN=CC1)C1=CC=CC=C1 1-[(5s,7s)-7-fluoro-5-phenyl-6,7-dihydro-5H-pyrrolo[1,2-b][1,2,4]triazol-2-yl]pyrazolo[3,4-c]pyridine